FC1=CC=C(C=C1)N(C1=NC=C(C(=O)O)C=C1)C 6-((4-fluorophenyl)(methyl)amino)nicotinic acid